2-fluoro-5-iodo-N-[(4-methoxyphenyl)methyl]benzamide FC1=C(C(=O)NCC2=CC=C(C=C2)OC)C=C(C=C1)I